[1,3-bis(diphenylphosphino)propane] palladium (II) chloride [Pd](Cl)Cl.C1(=CC=CC=C1)P(CCCP(C1=CC=CC=C1)C1=CC=CC=C1)C1=CC=CC=C1